[C@H]12CC(C[C@H](CC1)N2)C2=NN=C(O2)[C@@]21CN(C[C@]1(C2)C(F)(F)F)C2=C1C=CC=NC1=C(C=C2)C#N 5-((1S,5R)-1-(5-((1R,3S,5S)-8-azabicyclo[3.2.1]oct-3-yl)-1,3,4-oxadiazol-2-yl)-5-(trifluoromethyl)-3-azabicyclo[3.1.0]hex-3-yl)quinoline-8-carbonitrile